IC1=NC(=CN=C1)I 2,6-diiodopyrazine